2-(2-fluoro-3,4-dihydroxy-5-methoxyphenyl)-1-(3-methyloxetan-3-yl)-N-(piperidin-4-yl)-1H-benzo[d]imidazole-6-carboxamide FC1=C(C=C(C(=C1O)O)OC)C1=NC2=C(N1C1(COC1)C)C=C(C=C2)C(=O)NC2CCNCC2